5-(5-((2,6-difluoro-4-oxo-4,5-dihydropyrazolo[1,5-a]quinoxalin-7-yl)methyl)-5,6-dihydropyrrolo[3,4-c]pyrazol-2(4H)-yl)-N-methylpicolinamide FC1=NN2C(C(NC3=C(C(=CC=C23)CN2CC3=NN(C=C3C2)C=2C=CC(=NC2)C(=O)NC)F)=O)=C1